C(C)(C)(C)OC(/C=C(\C)/C=1C=CC=C2C(=C(NC12)C(=O)OCC)C1=CC(=C(C=C1)CS(=O)(=O)C)F)=O Ethyl 7-[(2E)-4-(tert-butoxy)-4-oxobut-2-en-2-yl]-3-[3-fluoro-4-(methanesulfonylmethyl)phenyl]-1H-indole-2-carboxylate